O1C(=O)CCC2=CC=CC=C12 3,4-DIHYDROCOUMARIN